FC1=C(C#N)C=C(C=C1)OC1=C2[C@@H]([C@H]([C@H](C2=C(C=C1)SC(F)(F)F)O)F)O fluoro-5-(((1S,2R,3S)-2-fluoro-1,3-dihydroxy-7-(trifluoromethylthio)-2,3-dihydro-1H-inden-4-yl)oxy)benzonitrile